N,N-dibenzyl-6-(difluoromethyl)-5-fluoro-2-methoxy-pyridin-3-amine C(C1=CC=CC=C1)N(C=1C(=NC(=C(C1)F)C(F)F)OC)CC1=CC=CC=C1